(R)-2-(5-amino-1-((2,2-dimethyl-1,3-dioxolan-4-yl)methyl)-6-fluoro-1H-indol-2-yl)-2-methylpropan-1-ol NC=1C=C2C=C(N(C2=CC1F)C[C@H]1OC(OC1)(C)C)C(CO)(C)C